NCCN(C1=NC2=CC=C(C=C2C(=C1)C)NC(=S)NCCCN1CCN(CC1)CC)C 1-(2-((2-aminoethyl)(methyl)amino)-4-methylquinolin-6-yl)-3-(3-(4-ethylpiperazin-1-yl)propyl)thiourea